C(#N)C(=C(C)C#N)C Dicyano-2-butene